N1=CC(=CC2=CC=CC=C12)C1=CC=C(N)C=C1 4-(quinolin-3-yl)aniline